[4-(4-hydroxypiperidine-4-carbonyl)piperazin-1-yl]-[2-methyl-4-[[3-[1-methyl-3-(trifluoromethyl)pyrazol-4-yl]imidazo[1,2-a]pyrazin-8-yl]amino]phenyl]methanone octoxybenzoate C(CCCCCCC)OC1=C(C(=O)O)C=CC=C1.OC1(CCNCC1)C(=O)N1CCN(CC1)C(=O)C1=C(C=C(C=C1)NC=1C=2N(C=CN1)C(=CN2)C=2C(=NN(C2)C)C(F)(F)F)C